3-[(2,2,6,6-tetramethyl-1-piperidyl)oxy]propionic anhydride CC1(N(C(CCC1)(C)C)OCCC(=O)OC(CCON1C(CCCC1(C)C)(C)C)=O)C